7-(5-((2-oxaspiro[3.3]heptan-6-yl)oxy)-2-fluoro-3-(1,3,5-trimethyl-1H-pyrazol-4-yl)phenyl)-1H-imidazo[4,5-b]pyridine C1OCC12CC(C2)OC=2C=C(C(=C(C2)C2=C1C(=NC=C2)N=CN1)F)C=1C(=NN(C1C)C)C